NC1=CC(=C(C=N1)C1=NC(=NC(=N1)N1CCOCC1)N1CCN(CC1)C(CCCC(=O)OC)=O)C(F)(F)F methyl 5-(4-(4-(6-amino-4-(trifluoromethyl) pyridin-3-yl)-6-morpholino-1,3,5-triazin-2-yl) piperazin-1-yl)-5-oxopentanoate